O=P oxophosphane